BrC=1C=CC(=C(C1)S(=O)(=O)N)OC(F)(F)F 5-bromo-2-(trifluoromethoxy)benzenesulfonamide